FC=1C(=C2C(=NC1)NC(=C2)C2OCC(NC2)=O)C2CCN(CC2)C(C2=CC=C(C=C2)OC(F)(F)F)=O 6-(5-fluoro-4-{1-[4-(trifluoromethoxy)benzoyl]piperidin-4-yl}-1H-pyrrolo[2,3-b]pyridin-2-yl)morpholin-3-one